BrC1=CC=C(C=C1)CN1C=NC2=C1C=CC=C2CF 1-((4-bromophenyl)methyl)-4-(fluoromethyl)-1,3-benzodiazole